FC(C(N1C[C@@H](N(CC1)C)C(NCCCCCCCCCCCCCC)=O)C1=CC=C(C(=O)OC)C=C1)(F)F methyl 4-(2,2,2-trifluoro-1-((R)-4-methyl-3-(tetradecylcarbamoyl)piperazin-1-yl)ethyl)benzoate